ClC=1C=C(C=CC1F)NC(=O)C1=C2CCC(C2=C(C=C1)F)NC(C1=CN=CC=C1)=O N-(4-((3-chloro-4-fluorophenyl)carbamoyl)-7-fluoro-2,3-dihydro-1H-inden-1-yl)nicotinamide